(1R,3R,4R)-2-((S)-2-bromo-9-hydroxy-9H-fluorene-9-carbonyl)-N-((S)-1-cyano-2-((S)-2-oxopiperidin-3-yl)ethyl)-5,5-difluoro-2-azabicyclo[2.2.2]octane-3-carboxamide BrC1=CC=2[C@@](C3=CC=CC=C3C2C=C1)(C(=O)N1[C@H]2CC([C@@H]([C@@H]1C(=O)N[C@@H](C[C@H]1C(NCCC1)=O)C#N)CC2)(F)F)O